Cl.CN(C1CN(C1)C(CCC=1N(C=CN1)C(C)C)=O)C 1-(3-(dimethylamino)azetidin-1-yl)-3-(1-isopropyl-1H-imidazol-2-yl)propan-1-one hydrochloride